tert-butyl 3-[4-benzyloxy-1-(4-fluorophenyl)-3-(4-methoxycarbonylphenyl) indol-2-yl]-3-hydroxy-pyrrolidine-1-carboxylate C(C1=CC=CC=C1)OC1=C2C(=C(N(C2=CC=C1)C1=CC=C(C=C1)F)C1(CN(CC1)C(=O)OC(C)(C)C)O)C1=CC=C(C=C1)C(=O)OC